2-(tert-butoxy)ethan-1-one C(C)(C)(C)OCC=O